OCCNC(C=O)=O glyoxylic acid N-β-hydroxyethylamide